hydroxycoumarin-3-carboxylic acid OC1=C(C(OC2=CC=CC=C12)=O)C(=O)O